N-[(2-hydroxy)ethyl]-N-methylpyrrolidinium OCC[N+]1(CCCC1)C